COC=1C=C2C(=NC(=NC2=CC1OC)C)NC(C)C1=CC=C(S1)C=1C=C(CNS(=O)(=O)C)C=CC1 N-[3-(5-{1-[(6,7-dimethoxy-2-methylquinazolin-4-yl)amino]-ethyl}thiophen-2-yl)benzyl]-methanesulfonamide